NC1=C(C(=O)O)C=CC=C1N1CC2(C1)CN(C2)C2=CC(=CC=C2)C(=O)O 2-amino-3-(6-(3-carboxyphenyl)-2,6-diazaspiro[3.3]heptan-2-yl)benzoic acid